CCCCCCCCCCCCCCCCCCOC[C@H](COP(=O)(O)OC[C@H](CO)O)OC(=O)CCCCCCC/C=C\CCCC 1-octadecyl-2-(9Z-tetradecenoyl)-glycero-3-phospho-(1'-sn-glycerol)